(S)-5-benzyl-N-(5,6-dihydro-4H-benzo[f][1,2,4]triazolo[4,3-a]azepin-4-yl)-4H-1,2,4-triazole-3-carboxamide C(C1=CC=CC=C1)C=1NC(=NN1)C(=O)N[C@@H]1C=2N(C3=C(CC1)C=CC=C3)C=NN2